C1(CCC1)C1=NNC2=CC(=CC=C12)N1[C@@H]([C@H](C(C1=O)(C)C)NC(=O)C1CC1)C1=CC=CC=C1 |r| N-[rac-((2R,3S)-1-(3-cyclobutyl-1H-indazol-6-yl)-4,4-dimethyl-5-oxo-2-phenylpyrrolidin-3-yl)]cyclopropanecarboxamide